(2-{[2-(aminomethyl)-4,6-bis(trifluoromethyl)phenyl]sulfanyl}pyridin-3-yl)methanol HCl salt Cl.NCC1=C(C(=CC(=C1)C(F)(F)F)C(F)(F)F)SC1=NC=CC=C1CO